C(C)(C)N1N=C(C2=NC=CC=C21)S(=O)(=O)N L-1-isopropyl-1H-pyrazolo[4,3-b]pyridine-3-sulfonamide